pyridinium water O.[NH+]1=CC=CC=C1